CC1C=2N(CCN1)C(=CC2)C 1,6-dimethyl-1,2,3,4-tetrahydropyrrolo[1,2-a]pyrazine